5-chloro-6-(2-morpholinoethoxy)pyridin-3-amine ClC=1C=C(C=NC1OCCN1CCOCC1)N